diphenyl-[Phenylbenzoselenophenyl]triazine C1(=CC=CC=C1)C1=C(C(=NN=N1)C=1[Se]C2=C(C1C1=CC=CC=C1)C=CC=C2)C2=CC=CC=C2